ClC1=C(C=CC(=C1)F)C12CN(CC2C1)C=1C=NC(=CC1)OC (E)-1-(2-chloro-4-fluorophenyl)-N-(6-methoxypyridin-3-yl)-3-azabicyclo[3.1.0]hexane